NC=1C(=NC=C(N1)N1CCC(CC1)(C)N)SC=1C(=C(C=CC1)NC(C1=CC=C(C=C1)C(C(=O)N(C)C)=O)=O)Cl N-(3-((3-amino-5-(4-amino-4-methylpiperidin-1-yl)pyrazin-2-yl)thio)-2-chlorophenyl)-4-(2-(dimethylamino)-2-oxoacetyl)benzamide